N-(6-methyl-2-(3-methylpiperazin-1-yl)pyrimidin-4-yl)-1H-indazol-5-amine CC1=CC(=NC(=N1)N1CC(NCC1)C)NC=1C=C2C=NNC2=CC1